C(C)(=O)OC1=C(C(=C(C(=C1)C#N)Br)C#N)OC(C)=O 4-bromo-3,5-dicyano-1,2-phenylene diacetate